CC(C(=O)O)N1CCN(CCN(CCN(CC1)C(C(=O)O)C)C(C(=O)O)C)C(C(=O)O)C Tetramethyl-1,4,7,10-tetraazacyclododecane-1,4,7,10-tetraacetic acid